C(C(=C)C)(=O)O.C(C(=C)C)(=O)O.C(C(=C)C)(=O)O.C(C(=C)C)(=O)O.OCC(O)CO.OCC(O)CO diglycerin tetramethacrylate